3-(2-cyanopropan-2-yl)-N-(5-(2-(dimethylamino)-8,9-dihydroimidazo[1',2':1,6]pyrido[2,3-d]pyrimidin-6-yl)-2-fluoro-4-methylphenyl)benzamide C(#N)C(C)(C)C=1C=C(C(=O)NC2=C(C=C(C(=C2)C2=CC3=C(N=C(N=C3)N(C)C)N3C2=NCC3)C)F)C=CC1